4-Methoxy-6-[5-methyl-methyl-1-[(3S)-pyrrolidin-3-yl]pyrazol-4-yl]pyrazolo[1,5-a]pyridine-3-carbonitrile COC=1C=2N(C=C(C1)C=1C(=NN(C1C)[C@@H]1CNCC1)C)N=CC2C#N